3,5-dichlorophenylboronic acid ClC=1C=C(C=C(C1)Cl)B(O)O